ClC1=C(C(=C(C=C1OC)OC)Cl)C=1NC(C=2C=C(N=CC2C1)N[C@@H]1COCC[C@@H]1NC(C=C)=O)=O N-((3S,4S)-3-((7-(2,6-dichloro-3,5-dimethoxyphenyl)-5-oxo-5,6-dihydro-2,6-naphthyridin-3-yl)amino)tetrahydro-2H-pyran-4-yl)acrylamide